2-([1-[(2-Chlorophenyl)methyl]-5-(thien-3-yl)1H-pyrazol-3-yl]methoxy)-2-methylpropanoic acid ClC1=C(C=CC=C1)CN1N=C(C=C1C1=CSC=C1)COC(C(=O)O)(C)C